FC1CN(C1)C(CN1N=CC2=NC=C(C=C21)C2=C(C=C(C=C2)F)OC)=O 1-(3-Fluoroazetidin-1-yl)-2-[6-(4-fluoro-2-methoxy-phenyl)pyrazolo[4,3-b]pyridin-1-yl]ethanone